C1(=CC=CC=C1)N(C1=CC=C(C=C1)C1=C2C=CC3=CC=C(C4=CC=C(C=C1)C2=C43)N(C4=CC=CC=C4)C4=CC=CC=C4)C4=CC=CC=C4 6-(4-(diphenylamino)phenyl)-N,N-DIPHENYLPYREN-1-amine